N-hexyl-4-(4-((4-(methylsulfonyl)benzyl)oxy)phenyl)-1H-imidazole-1-carboxamide C(CCCCC)NC(=O)N1C=NC(=C1)C1=CC=C(C=C1)OCC1=CC=C(C=C1)S(=O)(=O)C